C(C)C(CC(C(C(=O)[O-])S(=O)(=O)O)(C(=O)[O-])CC(CCCC)CC)CCCC.[Na+].[Na+] sodium bis(2-ethylhexyl)-sulfosuccinate